((2-(trimethylsilyl)ethoxy)methyl)-1H-pyrazolo[3,4-c]pyridine C[Si](CCOCN1N=CC=2C1=CN=CC2)(C)C